N1=C(C=CC=2CCCNC12)CC[C@H]1CN(CC1)CCCC(=O)O 4-((R)-3-(2-(5,6,7,8-tetrahydro-1,8-naphthyridin-2-yl)ethyl)pyrrolidin-1-yl)butanoic acid